ClC1=C(CNC(=O)C2=CC=C3C(N(C(NC3=C2)=O)CCOC)=O)C=CC=C1 N-(2-chlorobenzyl)-3-(2-methoxyethyl)-2,4-dioxo-1,2,3,4-tetrahydroquinazoline-7-carboxamide